FC1=CC=CC(=N1)CC=1C=NN(C1)C(=O)N[C@H]1CCC2=C(N(C1=O)C)C=C(C=C2)C#CC(C)(C)O (S)-4-((6-Fluoropyridin-2-yl)methyl)-N-(8-(3-hydroxy-3-methylbut-1-yn-1-yl)-1-methyl-2-oxo-2,3,4,5-tetrahydro-1H-benzo[b]azepin-3-yl)-1H-pyrazole-1-carboxamide